Tert-butyl 7-(5-hydroxy-4-(hydroxymethyl) pentyl)-3,4-dihydro-1,8-naphthyridine-1(2H)-carboxylate OCC(CCCC1=CC=C2CCCN(C2=N1)C(=O)OC(C)(C)C)CO